C1=CC=CC=2C3=CC=CC=C3C(C12)COC(=O)N1CC2=CC=C(C=C2CC1)C(=O)O 2-(((9H-fluoren-9-yl)methoxy)carbonyl)-1,2,3,4-tetrahydroisoquinoline-6-carboxylic acid